4-chloro-7-methyl-5H-pyrrolo[2,3-d]Pyrimidine-6-one ClC=1C2=C(N=CN1)N(C(C2)=O)C